8-bromo-1-chloro-1,2,3,4-tetrahydronaphthalene BrC=1C=CC=C2CCCC(C12)Cl